3-(4-((benzyloxy)carbonyl)piperazin-1-yl)-2,2-dimethylpropionic acid C(C1=CC=CC=C1)OC(=O)N1CCN(CC1)CC(C(=O)O)(C)C